1,2,3-dodecanetriol C(C(C(CCCCCCCCC)O)O)O